1-(9Z-nonadecenoyl)-2-(5Z,8Z,11Z,14Z,17Z-eicosapentaenoyl)-glycero-3-phosphocholine CCCCCCCCC/C=C\CCCCCCCC(=O)OC[C@H](COP(=O)([O-])OCC[N+](C)(C)C)OC(=O)CCC/C=C\C/C=C\C/C=C\C/C=C\C/C=C\CC